C(C)(C)(C)C1=CC2=C(C=C1)C1=CC=C(C=C1C21C2=CC=CC=C2C=2C=CC(=CC12)C1=NC(=NC(=N1)C1=CC=CC=C1)C1=CC=CC=C1)C(C)(C)C 2-(2',7'-di-tert-butyl-9,9'-spirobifluorene-2-yl)-4,6-diphenyl-1,3,5-triazine